BrC1=C(OC2=C(C=CC=C2)[N+]#N)C=CC=C1 2-(2-bromophenoxy)phenyl-diazonium